(R)-5-(3-acetamidopyrrolidin-1-yl)-2-amino-4-bromobenzoic acid methyl ester COC(C1=C(C=C(C(=C1)N1C[C@@H](CC1)NC(C)=O)Br)N)=O